1-{2-methanesulfonyl-5-[2-(triisopropylsilyl)ethynyl]pyrido[2,3-d]pyrimidin-7-yl}-3,3-dimethylurea CS(=O)(=O)C=1N=CC2=C(N1)N=C(C=C2C#C[Si](C(C)C)(C(C)C)C(C)C)NC(=O)N(C)C